5-bromo-3-Cyclopropyl-1H-pyrrole BrC1=CC(=CN1)C1CC1